O1C(C1)CCCCCC(=O)OC(CCCCCCC(C)C)CCCCCCCC 8-methyl-1-octylnonyl 6-(2-oxiranyl)hexanoate